ClC1=CC(=C(C=C1)N1CCC2(C=3C=CC(=NC3CN(C2)C[C@@H]2N(CCC2)C(=O)OC(C)(C)C)C2=C(C=CC=C2)OCC)CC1)S(=O)(=O)C tert-butyl (R)-2-((1-(4-chloro-2-(methylsulfonyl)phenyl)-2'-(2-ethoxyphenyl)-6'H-spiro[piperidine-4,5'-[1,7]naphthyridin]-7'(8'H)-yl)methyl)pyrrolidine-1-carboxylate